C1(CCCCC1)N(CCC)CCC N-cyclohexyl-N,N-dipropylamine